O=C1NC(CCC1N1C(C2=CC=C(C=C2C1=O)OCCOCCN(C(OC(C)(C)C)=O)C1=CC2=C(N=C(S2)C2=CC=C(C=C2)C=2C=NC(=CC2)N(C)C)C=C1)=O)=O tert-butyl N-[2-[2-[2-[2,6-bis-(oxo)piperidin-3-yl]-1,3-bis(oxo)isoindol-5-yl]oxyethoxy]ethyl]-N-[2-[4-[6-(dimethylamino)pyridin-3-yl]phenyl]-1,3-benzothiazol-6-yl]carbamate